((4-((4-cyanophenyl)amino)-6,7-dimethoxyquinazolin-2-yl)thio)propanoic acid C(#N)C1=CC=C(C=C1)NC1=NC(=NC2=CC(=C(C=C12)OC)OC)SC(C(=O)O)C